BrC=1C(=CC=C2[C@H](CC[C@](C12)(O)CC1=NC(=NC(=C1CO)Cl)SC)C(F)(F)F)N(CC1=CC=CC=C1)CC1=CC=CC=C1 |o1:9| (1S*,4S)-8-Bromo-1-((6-chloro-5-(hydroxymethyl)-2-(methylthio)pyrimidin-4-yl)methyl)-7-(dibenzylamino)-4-(trifluoromethyl)-1,2,3,4-tetrahydronaphthalen-1-ol